tert-butyl ((S)-2-((4-(1,2-dimethyl-6-oxo-1,6-dihydropyridin-3-yl)phenyl)amino)-1-((1r,4S)-4-methylcyclohexyl)-2-oxoethyl)carbamate CN1C(=C(C=CC1=O)C1=CC=C(C=C1)NC([C@H](C1CCC(CC1)C)NC(OC(C)(C)C)=O)=O)C